[1-aminoethyl]-1-benzofuran-7-ol NC(C)C=1OC2=C(C1)C=CC=C2O